1-(1-(8-azabicyclo[3.2.1]oct-3-yl)piperidin-4-yl)-3-(4-phenoxyphenyl)-1H-pyrazolo[3,4-d]pyrimidin-4-amine hydrochloride Cl.C12CC(CC(CC1)N2)N2CCC(CC2)N2N=C(C=1C2=NC=NC1N)C1=CC=C(C=C1)OC1=CC=CC=C1